Cl.CN(CCCN=C=NCC)C (3-Dimethylamino-propyl)-ethyl-carbodiimide hydrochloride